C(#N)C1=C(C=C(C=C1)N1C([C@H]2[C@@]3(C[C@@H]([C@]([C@H]2C1=O)(O3)C)NC(=O)C3=NNC(=C3)C(C)O)C)=O)C(F)(F)F N-((3aS,4S,5S,7S,7aR)-2-(4-cyano-3-(trifluoromethyl)phenyl)-4,7-dimethyl-1,3-dioxooctahydro-1H-4,7-epoxyisoindol-5-yl)-5-(1-hydroxyethyl)-1H-pyrazole-3-carboxamide